4-(2-methoxy-benzoylsulfonyl)-benzoic acid COC1=C(C(=O)S(=O)(=O)C2=CC=C(C(=O)O)C=C2)C=CC=C1